1-(2-methoxyethyl)-6-oxo-pyridazine-3-carboxamide COCCN1N=C(C=CC1=O)C(=O)N